5-CYANO-3-PYRIDINECARBOXYLIC ACID C(#N)C=1C=C(C=NC1)C(=O)O